N,N-bis(stearoyl-oxy-ethyl)-N-(2-hydroxyethyl)-N-methyl-ammonium methylsulfate COS(=O)(=O)[O-].C(CCCCCCCCCCCCCCCCC)(=O)OCC[N+](C)(CCO)CCOC(CCCCCCCCCCCCCCCCC)=O